Carbamic acid 2-pyridylmethyl ester N1=C(C=CC=C1)COC(N)=O